ClC1=C(C(=CC=C1)[N+](=O)[O-])N1CC(CC1)C(C)C 1-(2-chloro-6-nitro-phenyl)-3-isopropyl-pyrrolidine